CS(=O)(=O)O[C@H]1[C@H](CC1)CC=C |r| racemic-cis-2-allylcyclobutanol methanesulfonate